(1-(2-(6-(Trifluoromethyl)imidazo[1,2-a]pyrazin-3-yl)pyrimidin-4-yl)azepan-3-yl)methanol FC(C=1N=CC=2N(C1)C(=CN2)C2=NC=CC(=N2)N2CC(CCCC2)CO)(F)F